CC1=CC=CC(=N1)C1=C(N=CN1)C=1C=C2C=C(C=NC2=CC1)N1C[C@@H](NCC1)C(=O)O (2R)-4-[6-[5-(6-methyl-2-pyridyl)-1H-imidazol-4-yl]-3-quinolyl]piperazine-2-carboxylic acid